2-(2-methylthio-5-cyanopyrimidin-4-yl)-N-(2,6-dichlorophenyl)-1H-imidazole-1-amine CSC1=NC=C(C(=N1)C=1N(C=CN1)NC1=C(C=CC=C1Cl)Cl)C#N